C(C=C)CC(=O)[O-].[Li+].CN(C)CCOCCN(C)CCO 2-[N-(dimethylaminoethoxyethyl)-N-methylamino]ethanol lithium allylacetate